N-(7-(cyclopropylmeth-oxy)quinolin-8-yl)-3-meth-ylpyridine-2-sulfonamide C1(CC1)COC1=CC=C2C=CC=NC2=C1NS(=O)(=O)C1=NC=CC=C1C